BrC=1C2CCC(C1)C2 2-bromo-2-norbornene